N1-cyclopentyl-N1-(2-fluoroethyl)ethane-1,2-diamine C1(CCCC1)N(CCN)CCF